(4-aminobut-2-yn-1-yl)carbamic acid tert-butyl ester C(C)(C)(C)OC(NCC#CCN)=O